ClC1=CC=CC(=N1)C(=O)N1CC(C(C12CC=CC2)O)(F)F (6-Chloropyridin-2-yl)(3,3-difluoro-4-hydroxy-1-azaspiro[4.4]nonan-7-en-1-yl)methanone